2-(1-(5-(2-fluorophenyl)pyrimidin-2-yl)-3-methyl-1,2,3,6-tetrahydropyridin-4-yl)acetic acid FC1=C(C=CC=C1)C=1C=NC(=NC1)N1CC(C(=CC1)CC(=O)O)C